6-(trifluoromethyl)pyridin-3-boronic acid FC(C1=CC=C(C=N1)B(O)O)(F)F